3-{4H,5H,6H,7H,8H,9H-Cycloocta[b]thiophen-2-ylformamido}-2,2-dimethylpropanoic acid S1C2=C(C=C1C(=O)NCC(C(=O)O)(C)C)CCCCCC2